N1=CC(=C2N1C=CC=C2)C2=CC=CC(=N2)N2CCN(CC2)C(=O)OC(C)(C)C tert-butyl 4-(6-(pyrazolo[1,5-a]pyridin-3-yl)pyridin-2-yl)-piperazine-1-carboxylate